BrC1=C2C=3CCCC(C3N(C2=CC=C1)C(=O)OC(C)(C)C)=O Tert-Butyl 5-bromo-1-oxo-1,2,3,4-tetrahydro-9H-carbazole-9-carboxylate